OCC1=CC=C(OC2CN(C2)C=2C(=C(C(=O)OC)C=CC2)C2=CC=C3C=CNC3=C2)C=C1 Methyl 3-(3-(4-(hydroxymethyl)phenoxy)azetidin-1-yl)-2-(1H-indol-6-yl)benzoate